3-amino-2-methoxy-3-((4-(trifluoromethyl)phenoxy)methyl)isoindolin-1-one NC1(N(C(C2=CC=CC=C12)=O)OC)COC1=CC=C(C=C1)C(F)(F)F